C(CC(C)CCC=C(C)C)[C] citronellyl-carbon